amino-1-naphthylpropionic acid NC(C(=O)O)(C)C1=CC=CC2=CC=CC=C12